5-fluoro-N-(4-(9-isopropyl-6-(methylamino)-8-oxo-8,9-dihydro-7H-purin-7-yl)phenyl)-2-methoxybenzamide FC=1C=CC(=C(C(=O)NC2=CC=C(C=C2)N2C(N(C3=NC=NC(=C23)NC)C(C)C)=O)C1)OC